6-chloro-3-methyl-2-[3-(trifluoromethyl)phenoxy]pyridine ClC1=CC=C(C(=N1)OC1=CC(=CC=C1)C(F)(F)F)C